methyltri(1,1-dimethyl-propynyloxy)silane C[Si](OC(C#C)(C)C)(OC(C#C)(C)C)OC(C#C)(C)C